methyl 2-(7-bromo-1-oxo-4-(trifluoromethoxy)phthalazin-2(1H)-yl)acetate BrC1=CC=C2C(=NN(C(C2=C1)=O)CC(=O)OC)OC(F)(F)F